2,3,4,5-tetrahydro-1-benzothiophene-1,1-dioxide S1(CCC2=C1C=CCC2)(=O)=O